tert-butyl (chromane-6-carbonyl)glycinate O1CCCC2=CC(=CC=C12)C(=O)NCC(=O)OC(C)(C)C